(S)-6-(((1-(1-(tert-butyl)piperidin-4-yl)-1H-1,2,3-triazol-4-yl)(pyridin-3-yl)methyl)amino)-8-chloro-4-(cyclohexylamino)quinoline-3-carbonitrile C(C)(C)(C)N1CCC(CC1)N1N=NC(=C1)[C@H](C=1C=NC=CC1)NC=1C=C2C(=C(C=NC2=C(C1)Cl)C#N)NC1CCCCC1